o-hydroxyethyl-styrene (S)-methyl-2-((2,5-dioxopiperazin-1-yl)methyl)-1-(oxetan-2-ylmethyl)-1H-benzo[d]imidazole-6-carboxylate COC(=O)C=1C=CC2=C(N(C(=N2)CN2C(CNC(C2)=O)=O)C[C@H]2OCC2)C1.OCCC1=C(C=C)C=CC=C1